3,4-dimethoxyphenylpropionamide COC=1C=C(C=CC1OC)C(C(=O)N)C